3-(4-methoxyphenyl)-3-(4-fluorophenyl)-7-methyl-5-methoxycarbonyl-2H-naphtho[1,2-b]pyran COC1=CC=C(C=C1)C1(C=C2C(OC1)C1=CC=CC(=C1C=C2C(=O)OC)C)C2=CC=C(C=C2)F